carbeneoxazoline palladium [Pd].C=C1N=COC1